(2-methyl-6-nitro-benzoyl)2-methyl-6-nitro-benzoate CC1=C(C(=O)OC(C2=C(C=CC=C2[N+](=O)[O-])C)=O)C(=CC=C1)[N+](=O)[O-]